ClC=1S(C=C(N1)CCCC(=O)O)=O 4-(2-chloro-1-oxo-1,3-thiazol-4-yl)butanoic acid